(Z)-hex-3-en-1-yl 2-((2-methoxy-2-phenylvinyl)oxy)benzoate COC(=COC1=C(C(=O)OCC\C=C/CC)C=CC=C1)C1=CC=CC=C1